C1(=CC=CC=C1)C1=NC(=NC(=N1)C1=CC=CC=C1)C1=C(C=CC(=C1)B1OC(C(O1)(C)C)(C)C)C1=CC=C(C2=CC=CC=C12)P(C)(C)=O (4-(2-(4,6-diphenyl-1,3,5-triazin-2-yl)-4-(4,4,5,5-tetramethyl-1,3,2-dioxaborolan-2-yl)phenyl)naphthalen-1-yl)dimethylphosphine oxide